BrC1=CC2=C(C3=CC=CC=C3C=C2C=C1)OCCCCC 2-bromo-9-(n-pentyloxy)anthracene